BrC1=CC=C(C=C1)NS(=O)(=O)C1=CC(=C(C2=CC=CC=C12)O)C(=O)O 4-(N-(4-bromophenyl)sulfamoyl)-1-hydroxy-2-naphthoic acid